CC1=NN2C(N=CC=C2[C@@H]2CN(CCC2)C(=O)OC(C)(C)C)=C1\C=C\C1=CC=CC=C1 tert-Butyl (S,E)-3-(2-methyl-3-styrylpyrazolo[1,5-a]pyrimidin-7-yl)piperidine-1-carboxylate